Cl.NC1(CC2=CC=CC=C2CC1)C(=O)NC1=CC=C(C=C1)SCC1=CC=CC=C1 2-amino-N-(4-(benzylsulfanyl)phenyl)-1,2,3,4-tetrahydronaphthalene-2-carboxamide hydrochloride